C=C1NC(=C(N=C1C)C)C 2-methylene-3,5,6-trimethylpyrazine